(R)-1-(trimethylsilyl)-dec-1-yn-5-ol C[Si](C#CCC[C@@H](CCCCC)O)(C)C